Bis(4-chlorobenzyl) oxalate C(C(=O)OCC1=CC=C(C=C1)Cl)(=O)OCC1=CC=C(C=C1)Cl